(1R,2S,5S)-N-(bicyclo[4.1.0]heptan-3-yl)-N-((2,3-dihydrobenzofuran-6-yl)methyl)-3-tosyl-3-azabicyclo[3.1.0]hexane-2-carboxamide C12CC(CCC2C1)N(C(=O)[C@@H]1[C@@H]2C[C@@H]2CN1S(=O)(=O)C1=CC=C(C)C=C1)CC1=CC2=C(CCO2)C=C1